2-Methoxymethyl-p-phenylendiamin Chlorid [Cl-].COCC1=C(C=CC(=C1)N)N